CC1C(=CC2=CC=CC=C12)C1=C(C=CC=C1)C=1C(C2=CC=CC=C2C1)C Ortho-bis(1-Methyl-2-indenyl)-benzol